4-[cyclopropyl-[4-(5,6,7,8-tetrahydro-1,8-naphthyridin-2-yl)butyl]amino]-2-(indan-1-yloxycarbonylamino)butanoic acid C1(CC1)N(CCC(C(=O)O)NC(=O)OC1CCC2=CC=CC=C12)CCCCC1=NC=2NCCCC2C=C1